C(C)(=O)N1CCC(CC1)C(=O)N[C@@H](C)C1=NC(=NO1)C1=CC(=NC=C1)C(F)(F)F 1-acetyl-N-[(1S)-1-[3-[2-(trifluoromethyl)-4-pyridinyl]-1,2,4-oxadiazol-5-yl]ethyl]piperidine-4-carboxamide